N4-{2-[4-(2,2-difluorocyclohexyl)piperazin-1-yl]phenyl}-N1,N1-dimethylbenzene-1,4-disulfonamide FC1(C(CCCC1)N1CCN(CC1)C1=C(C=CC=C1)NS(=O)(=O)C1=CC=C(C=C1)S(=O)(=O)N(C)C)F